FC(C1=NN(C=C1C1=NC2=CC=CC=C2N=C1)[C@@H]1C[C@H](C1)C=O)F trans-3-(3-(difluoromethyl)-4-(quinoxalin-2-yl)-1H-pyrazol-1-yl)cyclobutane-1-carbaldehyde